4-[(5R,7S)-8-[(5-methoxy-7-methyl-1H-indol-4-yl)methyl]-1-oxa-8-azaspiro[4.5]decan-7-yl]benzoic Acid COC=1C(=C2C=CNC2=C(C1)C)CN1[C@@H](C[C@@]2(CCCO2)CC1)C1=CC=C(C(=O)O)C=C1